ClC=1C=C(C=CC1)N1C(N([C@H](C1)C#N)C1=CN=CC2=CC=C(C=C12)S(=O)(=O)C)=O |r| racemic-1-(3-chlorophenyl)-3-(6-(methylsulfonyl)isoquinolin-4-yl)-2-oxoimidazoline-4-carbonitrile